C(C)(C)(C)C1=C(C=CC(=C1)C(C)(C)C)OP([O-])(=O)C1=CC=C(C=C1)C1=CC=C(C=C1)P([O-])(=O)[O-] (2,4-di-tert-butylphenyl)-4,4'-biphenyldiphosphonate